CN1N=CC(=C1C1=NC(=NC=C1F)N1CCC(CC1)C(=O)N(CC=1SC(=NN1)C)C)C 1-(4-(1,4-dimethyl-1H-pyrazol-5-yl)-5-fluoropyrimidin-2-yl)-N-methyl-N-((5-methyl-1,3,4-thiadiazol-2-yl)methyl)piperidine-4-carboxamide